N-(phenylthio)pivalamide C1(=CC=CC=C1)SNC(C(C)(C)C)=O